COCCCC#CC1=C(C=C(C=N1)C=1C=C(C=CC1C)NC(C1=CC(=NC=C1)C(F)(F)F)=O)N1CCOCC1 N-(3-(6-(5-methoxypent-1-yn-1-yl)-5-morpholinopyridin-3-yl)-4-methylphenyl)-2-(trifluoromethyl)isonicotinamide